COC=1C=C(C=CC1)C1=NN(C2=CC=CC=C12)S(=O)(=O)C1=CC=C(C)C=C1 3-(3-methoxyphenyl)-1-tosyl-1H-indazole